(S)-6-(1-aminoethyl)-7-bromo-2-chloro-N-(furan-2-ylmethyl)thieno[3,2-d]Pyrimidin-4-amine hydrochloride Cl.N[C@@H](C)C1=C(C=2N=C(N=C(C2S1)NCC=1OC=CC1)Cl)Br